FC1=CC=C(C=C1)CCCNC(=O)C=1C(OC2=C(C1)C=C(C(=C2)O)OC)=O N-(3-(4-fluorophenyl)propyl)-7-hydroxy-6-methoxy-2-oxo-2H-benzopyran-3-carboxamide